C(C1=CC=CC=C1)N1[C@H](C(NC[C@@H]1[C@H](CC1=CN(C2=CC=CC=C12)C(=O)OC(C)(C)C)NC(=O)OC(C)(C)C)=O)CCCCNC(=O)OC(C)(C)C (5R,3S)-4-Benzyl-5-((S)-1-(tert-butoxycarbonyl)amino-2-(1-(tert-butoxycarbonyl)(indol-3-yl))-ethyl)-3-(4-(tert-butoxycarbonyl)amino-butyl)-2-oxopiperazine